N-(4-cyano-2-fluorophenyl)-5-(4,4,5,5-tetramethyl-1,3,2-dioxaborolan-2-yl)-1H-pyrrole-3-sulfonamide C(#N)C1=CC(=C(C=C1)NS(=O)(=O)C1=CNC(=C1)B1OC(C(O1)(C)C)(C)C)F